NC1CC(CCC1)C(=O)OC (±)-methyl 3-aminocyclohexanecarboxylate